S(C)(=O)(=O)OCC1=NC(=CC2=C1CNC2=O)N2CC(CC(C2)C)C (6-(3,5-Dimethylpiperidin-1-yl)-1-oxo-2,3-dihydro-1H-pyrrolo[3,4-c]pyridin-4-yl)methyl mesylate